O=C1NC(CCC1N1C(C2=CC=C(C=C2C1=O)CN1CCC(=CC1)C=1C2=C(N=CN1)SC(=C2)C)=O)=O 2-(2,6-dioxopiperidin-3-yl)-5-((4-(6-methylthieno[2,3-d]pyrimidin-4-yl)-3,6-dihydropyridin-1(2H)-yl)methyl)isoindoline-1,3-dione